(E)-1-(4-iodophenyl)-3-(phenylsulfonyl)prop-2-en-1-one IC1=CC=C(C=C1)C(\C=C\S(=O)(=O)C1=CC=CC=C1)=O